1-cyclopropyl-N-[dideuterio-(4-ethylsulfonylphenyl)methyl]-2-[[2-(trifluoromethyl)phenyl]methyl]indole-5-carboxamide C1(CC1)N1C(=CC2=CC(=CC=C12)C(=O)NC(C1=CC=C(C=C1)S(=O)(=O)CC)([2H])[2H])CC1=C(C=CC=C1)C(F)(F)F